tert-butyl (R)-4-benzyl-2-(2-hydroxyethyl)-1,4-diazepan-1-carboxylate C(C1=CC=CC=C1)N1C[C@H](N(CCC1)C(=O)OC(C)(C)C)CCO